tert-butyl-((6-(3,4-difluoro-2-(2-(3-(1-hydroxy-2,2-dimethylpropyl)-1,5-dimethyl-1H-pyrazol-4-yl)ethoxy)phenyl)imidazo[1,2-a]pyridin-3-yl)methyl)(methyl)carbamate C(C)(C)(C)OC(N(C)CC1=CN=C2N1C=C(C=C2)C2=C(C(=C(C=C2)F)F)OCCC=2C(=NN(C2C)C)C(C(C)(C)C)O)=O